O=C1NC(CCC1C1=CC(=C(C=C1F)N1CCC(CC1)C=O)F)=O 1-(4-(2,6-dioxopiperidin-3-yl)-2,5-difluorophenyl)piperidine-4-carbaldehyde